2-(4-(aminomethyl)-3-chloro-5-fluorophenyl)-N-(3-(piperidin-1-yl)propyl)benzo[d]imidazo[2,1-b]thiazole-7-carboxamide hemi-formate C(=O)O.NCC1=C(C=C(C=C1F)C=1N=C2SC3=C(N2C1)C=CC(=C3)C(=O)NCCCN3CCCCC3)Cl.NCC3=C(C=C(C=C3F)C=3N=C1SC2=C(N1C3)C=CC(=C2)C(=O)NCCCN2CCCCC2)Cl